BrCC(=O)C1(CCC1)OC(F)(F)F 2-bromo-1-(3-cis-(trifluoromethoxy)cyclobutyl)ethanone